6-(4-amino-4-(2,6-difluorophenyl)piperidin-1-yl)-3-bromo-1H-pyrazolo[3,4-d]pyrimidine-4-carbonitrile NC1(CCN(CC1)C1=NC(=C2C(=N1)NN=C2Br)C#N)C2=C(C=CC=C2F)F